FC1=CC(=C(C=C1)NN)I (4-fluoro-2-iodo-phenyl)hydrazine